dicyclohexyl-(4-methoxyphenyl)phosphine C1(CCCCC1)P(C1=CC=C(C=C1)OC)C1CCCCC1